C(C)C(C(=O)OO)=C Hydroxy Ethylacrylate